5-FORMYLPYRROLE-2-CARBOXYLIC ACID METHYL ESTER COC(=O)C=1NC(=CC1)C=O